FC=1C=NC(=NC1)NC1=NC=C(C=C1)N1CCOCC1 5-fluoro-N-(5-morpholin-4-ylpyridin-2-yl)pyrimidin-2-amine